N1=C(C=CC=C1)CNC(=O)C=1C=NC=CC1 N-(2-pyridyl)methyl-3-pyridinecarboxylic acid amide